tert-butyl-(2S*,3S*)-2-benzyl-3-hydroxyazepane-1-carboxylate C(C)(C)(C)OC(=O)N1[C@H]([C@H](CCCC1)O)CC1=CC=CC=C1 |o1:8,9|